di-tert-butyl (2-methylenepropane-1,3-diyl)bis(methylcarbamate) C=C(CN(C(OC(C)(C)C)=O)C)CN(C(OC(C)(C)C)=O)C